6-(2-chloro-6-fluorophenyl)-4-((4-(4-cyclopropyl-2-oxopiperazin-1-yl)phenyl)amino)pyridazine-3-carboxylic acid methyl ester COC(=O)C=1N=NC(=CC1NC1=CC=C(C=C1)N1C(CN(CC1)C1CC1)=O)C1=C(C=CC=C1F)Cl